COC1=C(C=CC(=O)NC2=CC=C(C=C2)CCCC(=O)O)C=C(C=C1)OC 4-(4-(2,5-dimethoxycinnamoyl)aminophenyl)butyric acid